COC1CCN(CC1)C1C(CCC1)OC=1C=C2CN(C(C2=CC1)=O)C1C(NC(CC1)=O)=O 3-(5-((2-(4-methoxypiperidin-1-yl)cyclopentyl)oxy)-1-oxoisoindolin-2-yl)piperidine-2,6-dione